(4-{2-[(4-chloro-2-fluorobenzyl)oxy]pyridin-3-yl}piperidin-1-yl)acetic acid ClC1=CC(=C(COC2=NC=CC=C2C2CCN(CC2)CC(=O)O)C=C1)F